15,15'-((5'-methyl-4-pentyl-(prop-1-en-2-yl)-[1,1'-biphenyl]-2,6-diyl)bis(oxy))bis(2,5,8,11,14-pentaoxahexadecane) CC=1C=CC=C(C1)C1=C(C(=C(C=C1OC(OCCOCCOCCOCCOC)C)CCCCC)C(=C)C)OC(OCCOCCOCCOCCOC)C